Cl.OC1=CC=NC(=C1C(=O)OCC)C ethyl 4-hydroxy-2-methylnicotinate hydrochloride